1-(13Z,16Z-docosadienoyl)-2-(7Z,10Z,13Z,16Z-docosatetraenoyl)-glycero-3-phosphoserine CCCCC/C=C\C/C=C\CCCCCCCCCCCC(=O)OC[C@H](COP(=O)(O)OC[C@@H](C(=O)O)N)OC(=O)CCCCC/C=C\C/C=C\C/C=C\C/C=C\CCCCC